ClC1=C(C=C(C=C1)NC(OC(C)(C)C)=O)C(NC1=NC=C(C=C1F)C1=CC(=NO1)C1=CC=CC=C1)=O tert-butyl N-[4-chloro-3-[[3-fluoro-5-(3-phenylisoxazol-5-yl)-2-pyridyl]carbamoyl]phenyl]carbamate